ClC=1C(=C(SC1C1=CC(=CC=C1)OC1CC(NCC1)(C)C)C(=O)OC)OCC(=O)OC methyl 4-chloro-5-(3-((2,2-dimethylpiperidin-4-yl)oxy)phenyl)-3-(2-methoxy-2-oxoethoxy)thiophene-2-carboxylate